5-((S)-2,2-dimethyl-tetrahydro-2H-pyran-4-yl)-1-(6-(5-carbonyl-4,5-dihydro-1,2,4-oxadiazole-3-yl)-3-oxabicyclo[3.1.0]hexane-6-yl)-1H-indole-2-carboxylic acid CC1(OCC[C@@H](C1)C=1C=C2C=C(N(C2=CC1)C1(C2COCC12)C1=NOC(N1)=C=O)C(=O)O)C